[N+](=O)([O-])C=1C(=NC=C(C(=O)O)C1)N 5-nitro-6-aminonicotinic acid